C(C)N1N=C2C=C(C=CC2=C1)CN1CCC2(CC1)COC1=CC=3C(N(CC3C=C12)C1C(NC(CC1)=O)=O)=O 3-(1'-((2-ethyl-2H-indazol-6-yl)methyl)-7-oxo-5,7-dihydro-2H,6H-spiro[furo[2,3-f]isoindole-3,4'-piperidin]-6-yl)piperidine-2,6-dione